tert-butyl (3-(3-(4-octylphenethyl)-1,2,4-oxadiazol-5-yl)propyl)carbamate C(CCCCCCC)C1=CC=C(CCC2=NOC(=N2)CCCNC(OC(C)(C)C)=O)C=C1